acrylic acid octyl amide C(CCCCCCC)NC(C=C)=O